2-Methyl-N-[(1R)-1-[3-[4-[methyl-[2-(methylamino)ethyl]carbamoyl]phenyl]phenyl]ethyl]-5-(4-methylpiperazin-1-yl)benzamide CC1=C(C(=O)N[C@H](C)C2=CC(=CC=C2)C2=CC=C(C=C2)C(N(CCNC)C)=O)C=C(C=C1)N1CCN(CC1)C